(R)-2-(diethylamino)methylpiperidine dihydrochloride Cl.Cl.C(C)N(CC)C[C@@H]1NCCCC1